OC[C@@H](C)NC(OC(C)(C)C)=O |r| rac-tert-butyl [(2RS)-1-hydroxypropan-2-yl]carbamate